5-octadecylbicyclo[2.2.1]Hept-2-ene C(CCCCCCCCCCCCCCCCC)C1C2C=CC(C1)C2